(2R,3S)-3-(pyridin-2-yldithio)butan-2-ol N1=C(C=CC=C1)SS[C@H]([C@@H](C)O)C